Cl.S1C2=C(C=C1)C(=CC=C2)N2CCC(CC2)N (benzo[b]thiophen-4-yl)piperidin-4-amine hydrochloride